1-hexen-5,6-diol C=CCCC(CO)O